methyl 6-[tert-butoxycarbonyl(methyl)amino]pyridine-3-carboxylate C(C)(C)(C)OC(=O)N(C1=CC=C(C=N1)C(=O)OC)C